O[C@@H]([C@H](CO[C@H]1O[C@@H]([C@@H]([C@@H]([C@H]1O)O)O)CO)NC(CCCCCCCCCCCCCCCCCCCCCCC1COC1)=O)[C@@H](CCCCCCCCCCCCCC)O N-((2S,3S,4R)-3,4-dihydroxy-1-(((2S,3R,4S,5R,6R)-3,4,5-trihydroxy-6-(hydroxymethyl)tetrahydro-2H-pyran-2-yl)oxy)octadecan-2-yl)-23-(oxetan-3-yl)tricosanamide